3-[4-[(2-tert-Butylimidazol-1-yl)methyl]-3-fluoro-phenyl]-5-isobutyl-thiophene-2-sulfonamide C(C)(C)(C)C=1N(C=CN1)CC1=C(C=C(C=C1)C1=C(SC(=C1)CC(C)C)S(=O)(=O)N)F